OC1=C(C=C(C(=C1)O)C)C(=O)N1CC2=CC(=CC=C2CC1)NC1CCN(CC1)C (2,4-Dihydroxy-5-methylphenyl)(7-((1-methylpiperidin-4-yl)amino)-3,4-dihydroisoquinolin-2(1H)-yl)methanone